FC1=C(C(=CC(=C1)O)F)CO 2,6-difluoro-4-hydroxy-Benzenemethanol